N-((5-chloro-8-hydroxy-3-methyl-1-oxo-7-isochroman-yl)carbonyl)-alanine ClC1=C2CC(OC(C2=C(C(=C1)C(=O)N[C@@H](C)C(=O)O)O)=O)C